ClC1=CC(=C(C(=O)N2C[C@H](N(CC2)C2=C(C(=O)NCCC3=CN=CN3)C=C(C=C2)C=2C(=NC=CC2)OCC)CC)C=C1)C(F)(F)F 2-[(2R)-4-[4-chloro-2-(trifluoromethyl)benzoyl]-2-ethylpiperazin-1-yl]-5-(2-ethoxypyridin-3-yl)-N-[2-(1H-imidazol-5-yl)ethyl]benzamide